tert-butyl {(2R,4RS)-4-[3-(2,3-dihydrobenzofuran-4-yl)thioureido]hept-5-yn-2-yl}carbamate O1CCC2=C1C=CC=C2NC(N[C@H](C[C@@H](C)NC(OC(C)(C)C)=O)C#CC)=S |&1:12|